1-(2,3,4-trimethoxyphenyl)-3-(pyridin-2-yl)-2-propen-1-one COC1=C(C=CC(=C1OC)OC)C(C=CC1=NC=CC=C1)=O